N1C=C(C2=CC=CC=C12)CC(C)NC([O-])=O 3-(1H-indol-3-yl)propan-2-ylcarbamate